2-[2-(difluoromethyl)phenyl]-N-[3-sulfamoyl-4-(tetrahydro-2H-pyran-4-ylmethoxy)phenyl]acetamide FC(C1=C(C=CC=C1)CC(=O)NC1=CC(=C(C=C1)OCC1CCOCC1)S(N)(=O)=O)F